(R)-1-(3-Fluorophenyl)-2-((1-((1r,4R)-4-methoxycyclohexyl)-2-methyl-propan-2-yl)amino)ethan-1-ol FC=1C=C(C=CC1)[C@H](CNC(CC1CCC(CC1)OC)(C)C)O